2-methyl-l-1-(4-methylthiophenyl)-2-morpholinopropan-1-one CC(C(=O)C=1SC=C(C1)C)(C)N1CCOCC1